N-[(3S)-1-azabicyclo[2.2.2]octan-3-yl]-2-methyl-1H,3H,4H-pyrazino[1,2-a]indole-10-carboxamide N12C[C@H](C(CC1)CC2)NC(=O)C2=C1N(C=3C=CC=CC23)CCN(C1)C